Racemic-N-allyl-N-cyclohexyl-N-methylbenzenaminium bromide [Br-].C(C=C)[N@+](C1=CC=CC=C1)(C)C1CCCCC1 |r|